(S)-5-methyl-N-(3-(1-((1-(1-methyl-1H-pyrazol-4-yl)-1H-pyrrolo[2,3-c]pyridin-4-yl)amino)ethyl)phenyl)nicotinamide CC=1C=NC=C(C(=O)NC2=CC(=CC=C2)[C@H](C)NC2=C3C(=CN=C2)N(C=C3)C=3C=NN(C3)C)C1